3,3'-dimethyl-4,4-biphenyl-diamine CC1C=C(C=CC1(N)N)C1=CC(=CC=C1)C